O=C(CC[C@H]1NC(OC1)=O)N1CC2(C1)CCN(CC2)CC2=CC=C(C=C2)S(=O)(=O)C(F)(F)F (4R)-4-[3-Oxo-3-[7-[[4-(trifluoromethylsulfonyl)phenyl]methyl]-2,7-diazaspiro[3.5]nonan-2-yl]propyl]oxazolidin-2-one